[Li+].FCC(=O)[O-] 2-fluoro-acetic acid lithium salt